tert-butylacetoacetate C(C)(C)(C)OC(CC(=O)C)=O